CC1(CCC(CC1)NCCCCCCSC1=C2CN(C(C2=CC=C1)=O)C1C(NC(CC1)=O)=O)C 3-(4-((6-((4,4-dimethylcyclohexyl)amino)hexyl)thio)-1-oxoisoindolin-2-yl)piperidine-2,6-dione